C(C)(C)(C)OC(=O)N1CC=C(CC1)C=1C=CC=2NC3=CC(=CC=C3C2C1)C=1C=NN(C1)C 4-(7-(1-methyl-1H-pyrazol-4-yl)-9H-carbazol-3-yl)-5,6-dihydropyridine-1(2H)-carboxylic acid tert-butyl ester